ClC1=C(C=CC=C1)N1C(=NN=C1C1=NC=NC=C1)C1CC(C1)NC(=O)C1=NC=C(C=C1)F N-((1S,3r)-3-(4-(2-chlorophenyl)-5-(pyrimidin-4-yl)-4H-1,2,4-triazol-3-yl)cyclobutyl)-5-fluoropyridineamide